CC1=NC=C(C=N1)NC(OC[C@@H]1OC2=C(C1)C1=C(N=C(S1)C1=C3N=CC(=NC3=CC(=C1)C)OC)C=C2)=O (R)-(2-(2-methoxy-7-methylquinoxalin-5-yl)-7,8-dihydrobenzofuro[5,4-d]thiazol-7-yl)methyl (2-methylpyrimidin-5-yl)carbamate